F[C@H]1CN(CC[C@H]1NC1=CC=CC2=C(N(N=C12)C#CCNC1=C(C=C(C(=O)NC)C=C1)OC)\C=C\C(F)(F)F)C 4-((3-(7-(((3S,4R)-3-fluoro-1-methylpiperidin-4-yl)amino)-3-((E)-3,3,3-trifluoroprop-1-en-1-yl)-2H-indazol-2-yl)prop-2-yn-1-yl)amino)-3-methoxy-N-methylbenzamide